C(C)(=O)C=1SC2=C(C(=NN(C2=O)CC(=O)OCC)C(C)C)N1 ethyl 2-(2-acetyl-4-isopropyl-7-oxothiazolo[4,5-d]pyridazin-6(7H)-yl)acetate